C(CC)[C@@H]1CCC[C@H](N1)[C@H](O)C1=CC(=CC=C1)O (R)-[(2S,6R)-6-propyl-2-piperidyl](m-hydroxyphenyl)methanol